2-(4-(7-oxo-6,7-dihydro-3H-[1,2,3]triazolo[4,5-d]pyrimidin-5-yl)phenyl)acetic acid O=C1C2=C(N=C(N1)C1=CC=C(C=C1)CC(=O)O)NN=N2